1-(8,8-difluoro-5-methyl-3-(trifluoromethyl)-6,7,8,9-tetrahydropyrido[3,2-b]indolizin-7-yl)-2-oxopyrrolidin FC1(CN2C3=C(C(=C2CC1N1C(CCC1)=O)C)C=C(C=N3)C(F)(F)F)F